C(C)OCCN1[C@H]([C@@H](CCC1)C1=CC=2C(=NC=CC2NC=2C=CC3=C(N=CS3)C2)S1)C N-(2-((2S,3R)-1-(2-ethoxyethyl)-2-methylpiperidin-3-yl)thieno[2,3-b]pyridin-4-yl)benzo[d]thiazol-5-amine